OC1(CC2C(CN(C2)C(=O)NC2=CC=C(C=C2)OC)C1)C1=CC=CC=C1 5-hydroxy-N-(4-methoxyphenyl)-5-phenylhexahydrocyclopenta[c]pyrrole-2(1H)-carboxamide